3-(piperidin-4-yl)phenol N1CCC(CC1)C=1C=C(C=CC1)O